copper 5,10,15,20-tetraphenylporphyrin C1(=CC=CC=C1)C=1C2=CC=C(N2)C(=C2C=CC(C(=C3C=CC(=C(C=4C=CC1N4)C4=CC=CC=C4)N3)C3=CC=CC=C3)=N2)C2=CC=CC=C2.[Cu]